O=C1NC(CC[C@H]1OC1=CC=C(C=C1)C1CCN(CC1)C(=O)OC(C)(C)C)=O tert-Butyl 4-[4-[[(3R)-2,6-dioxo-3-piperidyl]oxy]phenyl]piperidine-1-carboxylate